OC(C)(C)C=1C(N(C=CC1)C=1C=CC(=C(C1)N1CC=CC=C1C)C)=O 1-{5-[3-(2-hydroxy-prop-2-yl)-2-oxopyridin-1-yl]2-methylphenyl}-6-methylpyridine